C(#N)C(C)S(=O)(=O)N(C)C1=C(C(=CC=C1)CC=1C(OC2=CC(=CC=C2C1C)OC1=NC=CC=C1F)=O)F 1-cyano-N-[2-fluoro-3-[[7-[(3-fluoro-2-pyridyl)oxy]-4-methyl-2-oxo-chromen-3-yl]methyl]phenyl]-N-methyl-ethanesulfonamide